(S)-8-(4-chloro-2-fluorophenyl)-5-fluoro-2,3-dimethyl-6-(5-(1-methyl-1H-pyrazol-4-yl)-4-oxa-7-azaspiro[2.5]oct-7-yl)pyrido[3,4-d]pyrimidin-4(3H)-one ClC1=CC(=C(C=C1)C1=NC(=C(C2=C1N=C(N(C2=O)C)C)F)N2C[C@@H](OC1(CC1)C2)C=2C=NN(C2)C)F